BrC1=C2C=CC(=C(C2=CC=C1)C(=O)NC(C)(C)C)C1=C(C=CC=C1)C#C 5-bromo-N-(tert-butyl)-2-(2-ethynylphenyl)-1-naphthamide